C(#N)C1=CC=2N(N=C1)C(=CC2)C2=CC(=C(C=N2)C2=NN=C(S2)C2CCC(CC2)NC(C)=O)NC2CCC(CC2)O N-((1R,4r)-4-(5-(6-(3-cyanopyrrolo[1,2-b]pyridazin-7-yl)-4-(((1s,4S)-4-hydroxycyclohexyl)amino)pyridin-3-yl)-1,3,4-thiadiazol-2-yl)cyclohexyl)acetamide